Methyl 4-[3-[2,6-dichloro-4-(1-methylbenzotriazol-4-yl)benzoyl]-2,4-dihydro-1,3-benzoxazin-8-yl]-5-fluoro-2-(3-oxa-8-azabicyclo[3.2.1]octan-8-yl)benzoate ClC1=C(C(=O)N2COC3=C(C2)C=CC=C3C3=CC(=C(C(=O)OC)C=C3F)N3C2COCC3CC2)C(=CC(=C1)C1=CC=CC=2N(N=NC21)C)Cl